BrC1=C(C=C(S1)C=1SC(=CC1CCCCCC)C=C1C(C2=C(C=CC(=C2C1=O)F)F)=O)CCCCCC 2-((5'-bromo-3,4'-dihexyl-[2,2'-bithiophen]-5-yl)methylene)-4,7-difluoro-1H-indene-1,3(2H)-dione